[(2S,3R,4R,5S,6S)-3,4,5-trimethoxy-6-methyl-tetrahydro-pyran-2-yl] N-[4-[1-[4-(trifluoromethoxy)phenyl]-1,2,4-triazol-3-yl]phenyl]carbamate FC(OC1=CC=C(C=C1)N1N=C(N=C1)C1=CC=C(C=C1)NC(O[C@@H]1O[C@H]([C@@H]([C@H]([C@H]1OC)OC)OC)C)=O)(F)F